NCC=1C=C(C=CC1)C1=CC(=CC(=C1)N1CCC2(CC2)CC1)COC1=C(C=CC(=C1)F)CC(=O)O 2-(2-((3'-(aminomethyl)-5-(6-azaspiro[2.5]octan-6-yl)-[1,1'-biphenyl]-3-yl)methoxy)-4-fluorophenyl)acetic acid